C(C1=CC=CC=C1)(=O)O[C@H]1[C@H](SC(C)C)O[C@@H]([C@@H]([C@@H]1OC(C1=CC=CC=C1)=O)OC(C1=CC=CC=C1)=O)COC(C1=CC=CC=C1)=O isopropyl 2,3,4,6-tetra-O-benzoyl-1-thio-β-D-galactopyranoside